(picolinate) Chromium (III) [Cr+3].N1=C(C=CC=C1)C(=O)[O-].N1=C(C=CC=C1)C(=O)[O-].N1=C(C=CC=C1)C(=O)[O-]